benzyl 2-(((benzyloxy)carbonyl)amino)-3-(7-ethylthieno[3,2-b]pyridine-2-carboxamido)propanoate C(C1=CC=CC=C1)OC(=O)NC(C(=O)OCC1=CC=CC=C1)CNC(=O)C1=CC2=NC=CC(=C2S1)CC